N1CC(C1)CN1CC(C1)N1C[C@H]([C@@H](CC1)N1N=C(C=2C1=NC=NC2N)C2=CC=C(C=C2)OC2=CC=CC=C2)F 1-((3R,4R)-1-(1-(azetidin-3-ylmethyl)azetidin-3-yl)-3-fluoropiperidin-4-yl)-3-(4-phenoxyphenyl)-1H-pyrazolo[3,4-d]pyrimidin-4-amine